NC1=C(N=CC(=N1)N1CCC(CC1)(C)NC(OC(C)(C)C)=O)SC1=C(C(=CC=C1)N=[N+]=[N-])Cl tert-butyl N-(1-{6-amino-5-[(3-azido-2-chlorophenyl)sulfanyl]pyrazin-2-yl}-4-methylpiperidin-4-yl)carbamate